C[Zr]C dimethylzirconium